C1(CC1)C=1C=CC=2N(N1)C(=CN2)C2=CC=CC(=N2)N[C@H]2CNC[C@@H]2F 6-(6-cyclopropylimidazo[1,2-b]pyridazin-3-yl)-N-((3S,4S)-4-fluoropyrrolidin-3-yl)pyridin-2-amine